Cl.Cl.N[C@H]1CN(CCC1)CCO (R)-2-(3-aminopiperidin-1-yl)ethan-1-ol dihydrochloride